(4-(1-((2-(trimethylsilyl)ethoxy)methyl)-1H-imidazol-2-yl)phenyl)methylamine C[Si](CCOCN1C(=NC=C1)C1=CC=C(C=C1)CN)(C)C